4,6-dichloropyridine-formaldehyde ClC1=CC(=NC(=C1)Cl)C=O